1-[(2R,3S,4S,5R)-4-(benzyloxy)-5-[(benzyloxy)methyl]-5-ethynyl-3-[(trimethylsilyl)oxy]oxolan-2-yl]-5-fluoro-3H-pyrimidine C(C1=CC=CC=C1)O[C@H]1[C@@H]([C@@H](O[C@]1(C#C)COCC1=CC=CC=C1)N1CNCC(=C1)F)O[Si](C)(C)C